C(=O)(O)C1=CC=CC2=CC(=CC=C12)C(=O)O 1,6-dicarboxyl-naphthalene